BrC1=C(C2=C(C(N3[C@@H](CO2)CN(CC3)C(=O)OC(C)(C)C)=O)C=C1OC(F)F)Cl Tert-butyl (12aR)-9-bromo-10-chloro-8-(difluoromethoxy)-6-oxo-3,4,12,12a-tetrahydro-6H-pyrazino[2,1-c][1,4]benzoxazepine-2(1H)-carboxylate